N-((R)-1-(3-(difluoromethyl)-2-fluorophenyl)ethyl)-1-((R)-2,2-dimethyltetrahydro-2H-pyran-4-yl)-4-((1-methylpiperidin-4-yl)amino)-6-oxo-1,6-dihydropyridine-3-carboxamide FC(C=1C(=C(C=CC1)[C@@H](C)NC(=O)C1=CN(C(C=C1NC1CCN(CC1)C)=O)[C@H]1CC(OCC1)(C)C)F)F